ClC1=C(C=C(OCC(=O)NC23CC(C2)(C3)NC(=O)C=3OC2=C(C(C3)=O)C=C(C=C2)O)C=C1)F N-{3-[2-(4-chloro-3-fluorophenoxy)acetamido]bicyclo[1.1.1]pent-1-yl}-6-hydroxy-4-oxo-4H-1-benzopyran-2-carboxamide